COC(=O)C=1C(=CC(=CC1)Br)C1=CC=C(C=C1)C1CC1 5-Bromo-4'-cyclopropyl-[1,1'-biphenyl]-2-carboxylic acid methyl ester